C(C)[Mg]C1=CC=CC=C1 ethyl-phenyl-magnesium